4-((methyl-d3)amino)-1-(2-methyl-phenyl)-7-(trifluoromethyl)pyrido[2,3-d]pyrimidin-2(1H)-one C([2H])([2H])([2H])NC=1C2=C(N(C(N1)=O)C1=C(C=CC=C1)C)N=C(C=C2)C(F)(F)F